C1(=CC=CC=C1)S(=O)(=O)C1=[N+](ON=C1S(=O)(=O)C1=CC=CC=C1)[O-] 3,4-bis(benzenesulfonyl)-1,2,5-oxadiazole 2-oxide